N-[7-(2,5-dihydrofuran-3-yl)-4-methoxy-[1,3]thiazolo[4,5-c]pyridin-2-yl]-7-oxa-2-azaspiro[4.5]decane-2-carboxamide O1CC(=CC1)C=1C2=C(C(=NC1)OC)N=C(S2)NC(=O)N2CC1(CC2)COCCC1